2-(3-bromoindazol-1-yl)acetic acid BrC1=NN(C2=CC=CC=C12)CC(=O)O